Cl.FC1=C(C#N)C=C(C=C1)N1CCNCC1 2-fluoro-5-(piperazin-1-yl)benzonitrile hydrochloride